N-(2-(2-(((2-fluoropyridin-3-yl)methyl)((1-(piperidin-1-ylsulfonyl)-1H-indol-3-yl)methyl)amino)ethoxy)ethyl)-N-methylcyclohexanamine FC1=NC=CC=C1CN(CCOCCN(C1CCCCC1)C)CC1=CN(C2=CC=CC=C12)S(=O)(=O)N1CCCCC1